1,8-bis(4-(3-(trifluoromethyl)diazepin-3-yl)phenoxy)octane lithium Zirconium [Zr].[Li].FC(C1(N=NC=CC=C1)C1=CC=C(OCCCCCCCCOC2=CC=C(C=C2)C2(N=NC=CC=C2)C(F)(F)F)C=C1)(F)F